Methyl (2-((1-((3-((4-cyanobenzyl)carbamoyl)-1-methyl-7-oxo-1,4,5,7-tetrahydro-6H-pyrazolo[3,4-c]pyridin-6-yl)methyl)cyclopropyl)sulfonyl)-2-methylpropyl)carbamate C(#N)C1=CC=C(CNC(=O)C2=NN(C=3C(N(CCC32)CC3(CC3)S(=O)(=O)C(CNC(OC)=O)(C)C)=O)C)C=C1